FC1=C(C=CC(=C1)C1=NOC(=N1)C(F)(F)F)C(CSCC=1N=CSC1)=O 1-(2-fluoro-4-(5-(trifluoromethyl)-1,2,4-oxadiazol-3-yl)phenyl)-2-((thiazol-4-ylmethyl)thio)ethan-1-one